methyl-5-(5-methyl-2-(3,4,5-trimethylphenylamino)pyrimidin-4-ylamino)benzo[d]oxazol-2(3H)-one CN1C(OC2=C1C=C(C=C2)NC2=NC(=NC=C2C)NC2=CC(=C(C(=C2)C)C)C)=O